(1R,3S,5R)-2-(2-(3-acetyl-7-methyl-5-(2-methylpyrimidin-5-yl)-1H-indol-1-yl)acetyl)-N-(6-bromo-3-(methoxymethyl)pyridin-2-yl)-5-methyl-2-azabicyclo[3.1.0]hexane-3-carboxamide C(C)(=O)C1=CN(C2=C(C=C(C=C12)C=1C=NC(=NC1)C)C)CC(=O)N1[C@@H]2C[C@@]2(C[C@H]1C(=O)NC1=NC(=CC=C1COC)Br)C